FC(C(=O)O)(F)F.CN1N=NC=2C1=NC=C(C2C)C(CC(=O)O)C2=CC(=C(C=C2)C)CN2C[C@H](OC1=C(C2)C=CC=C1)CC 3-(3,7-Dimethyl-3H-[1,2,3]triazolo[4,5-b]pyridin-6-yl)-3-(3-(((R)-2-ethyl-2,3-dihydrobenzo[f][1,4]oxazepin-4(5H)-yl)methyl)-4-methylphenyl)propanoic acid, trifluoroacetic acid salt